N1=CC=C(C=C1)C=1C=C(C=C(C1)C1=CC=NC=C1)C1=NC(=NC(=C1)C1=CC(=CC(=C1)C1=CC=NC=C1)C1=CC=NC=C1)C 4,6-Bis(3,5-di(pyridine-4-yl)phenyl)-2-MethylpyriMidine